N-[3-[1H-imidazol-4-ylmethyl(methyl)amino]phenyl]-N-isobutyl-pyrazine-2-carboxamide N1C=NC(=C1)CN(C=1C=C(C=CC1)N(C(=O)C1=NC=CN=C1)CC(C)C)C